C(CCCCCCCCCCCCCCCCCCCCCCCCCCCCCCCCC)(=O)O tetratriacontanic acid